CC=1N=CN(C1C(C)C1=CC=C(C=C1)NC(OC(C)(C)C)=O)COCC[Si](C)(C)C tert-butyl (4-(1-(4-methyl-1-((2-(trimethylsilyl)ethoxy)methyl)-1H-imidazol-5-yl)ethyl)phenyl)carbamate